O1CCN(CC1)C=1C2=C(N=CN1)NC(=C2)C2=CC=C(C=C2)NC(C2=NC=CC(=C2)NC2CNCCC2)=O N-(4-(4-morpholino-7H-pyrrolo[2,3-d]pyrimidin-6-yl)phenyl)-4-(piperidin-3-ylamino)picolinamide